[4-({2-[(2-fluoro-4-iodophenyl)amino]thieno[2,3-b]pyridin-3-yl}carbonyl)-piperazin-1-yl]acetic acid ethyl ester C(C)OC(CN1CCN(CC1)C(=O)C1=C(SC2=NC=CC=C21)NC2=C(C=C(C=C2)I)F)=O